[Cl-].[Cl-].C(C)(C)(C)C1=C(O[Ti+2])C(=CC(=C1)C(C)(C)C)C1C(=C(C(=C1C)C)C)C 2,4-di-tert-butyl-6-(2,3,4,5-tetramethylcyclopentadienyl)phenoxytitanium dichloride